2-chloro-4-(8-(4-(2-(2-(2,6-dioxopiperidin-3-yl)-1,3-dioxoisoindolin-5-yl)-2,7-diazaspiro[3.5]nonan-7-yl)benzoyl)-2,8-diazaspiro[4.5]decan-2-yl)benzonitrile ClC1=C(C#N)C=CC(=C1)N1CC2(CC1)CCN(CC2)C(C2=CC=C(C=C2)N2CCC1(CN(C1)C=1C=C3C(N(C(C3=CC1)=O)C1C(NC(CC1)=O)=O)=O)CC2)=O